(R)-3-aminopiperidine hydrochloride Cl.N[C@H]1CNCCC1